4-[7-(2-hydroxy-1,1-dimethyl-propyl)imidazo[1,2-a]pyridin-3-yl]-2,6-dimethoxy-N-(2,2,2-trifluoroethyl)benzamide OC(C(C)(C)C1=CC=2N(C=C1)C(=CN2)C2=CC(=C(C(=O)NCC(F)(F)F)C(=C2)OC)OC)C